2-allyl-6-(1-isopropyl-1H-indazol-5-ylamino)-1-[6-(4-piperidyloxy)-2-pyridyl]-1,2-dihydro-3H-1,2,5,7-tetraazainden-3-one C(C=C)N1N(C2=NC(=NC=C2C1=O)NC=1C=C2C=NN(C2=CC1)C(C)C)C1=NC(=CC=C1)OC1CCNCC1